C(=C)[C@@H]1OC1 (S)-2-vinyl-oxirane